C(CC(O)(C(=O)O)CC(=O)O)(=O)O.C(C)O.C(C)O.C(C)O triethanol citrate